(4-amino-3,5-difluorophenyl)(8-bromo-2-methylimidazo[1,2-a]pyridin-3-yl)methanone NC1=C(C=C(C=C1F)C(=O)C1=C(N=C2N1C=CC=C2Br)C)F